N1C(=CC=C1)C(=O)NNC(=O)OC methyl 2-(1H-pyrrole-2-carbonyl)hydrazine-1-carboxylate